N-(3-chloro-2-methylphenyl)-2-(3-hydroxyazetidin-1-yl)-6-({[2-(trifluoromethyl)phenyl]carbonyl}amino)-1H-benzimidazole-4-carboxamide ClC=1C(=C(C=CC1)NC(=O)C1=CC(=CC=2NC(=NC21)N2CC(C2)O)NC(=O)C2=C(C=CC=C2)C(F)(F)F)C